4-(5-(ethoxycarbonyl)-1,3-dioxan-2-yl)butyric acid C(C)OC(=O)C1COC(OC1)CCCC(=O)O